2-((1R,3R)-3-((2S,3S)-N,3-dimethyl-2-((R)-1-methylpiperidine-2-carboxamido)pentanamido)-1-hydroxy-4-methylpentyl)thiazole-4-carboxylic acid CN(C([C@H]([C@H](CC)C)NC(=O)[C@@H]1N(CCCC1)C)=O)[C@H](C[C@@H](O)C=1SC=C(N1)C(=O)O)C(C)C